(S)-4-(3-(benzo[d][1,3]dioxol-4-yloxy)-3-(5-bromothiophen-2-yl)propyl)morpholine O1COC2=C1C=CC=C2O[C@@H](CCN2CCOCC2)C=2SC(=CC2)Br